bis-(2,4-dianilino-s-triazin-6-ylamino) stilbene-2,2'-disulfonate C=1(C(=CC=CC1)S(=O)(=O)ONC1=NC(=NC(=N1)NC1=CC=CC=C1)NC1=CC=CC=C1)C=CC=1C(=CC=CC1)S(=O)(=O)ONC1=NC(=NC(=N1)NC1=CC=CC=C1)NC1=CC=CC=C1